C1(=CC=CC=C1)OC(=O)N1CCN(CC1)[C@@H](CC)C1=CC=C(C=C1)[C@H](C)NC1=NC=C2C=CC(N(C2=C1)CC)=O 4-((S)-1-{4-[(S)-1-(1-ethyl-2-oxo-1,2-dihydro-[1,6]naphthyridin-7-ylamino)-ethyl]-phenyl}-propyl)-piperazine-1-carboxylic acid phenyl ester